C(C)(C)(C)[Si](OCCCC(/C=C/COC(C(C)C1=CC(=C(C=C1)CCC(C)(C)C)Cl)=O)(C)C)(C)C 2-[3-Chloro-4-(3,3-dimethyl-butyl)-phenyl]-propionic acid (E)-7-(tert-butyl-dimethyl-silanyloxy)-4,4-dimethyl-hept-2-enyl ester